CN1N=CC2=C1C=NN(C2=O)CC(=O)N[C@@H](C)C2=CC=C(C=C2)C(F)(F)F (S)-2-(1-methyl-4-oxo-1,4-dihydro-5H-pyrazolo[3,4-d]pyridazin-5-yl)-N-(1-(4-(trifluoromethyl)phenyl)ethyl)acetamide